N-cyclopropyl-2-(difluoromethoxy)-6-methoxy-4-[7-(1H-pyrazol-4-yl)imidazo[1,2-a]pyridin-3-yl]benzamide C1(CC1)NC(C1=C(C=C(C=C1OC)C1=CN=C2N1C=CC(=C2)C=2C=NNC2)OC(F)F)=O